tert-butyl ((5-((1-phenyl-1H-pyrazol-4-yl)sulfonyl)thiophen-2-yl)methyl)carbamate C1(=CC=CC=C1)N1N=CC(=C1)S(=O)(=O)C1=CC=C(S1)CNC(OC(C)(C)C)=O